(S)-4-(5-fluoro-4-((S)-1-fluoroethyl)pyridin-3-yl)-2-(fluoromethyl)-5-oxo-1,4,5,7-tetrahydrofurano[3,4-b]pyridine-3-carboxylic acid methyl ester COC(=O)C=1[C@H](C2=C(NC1CF)COC2=O)C=2C=NC=C(C2[C@H](C)F)F